(1S)-2,2-difluoro-N-[3-(5-fluoropyridin-2-yl)-4-(trifluoromethyl)phenyl]cyclopropane-1-carboxamide FC1([C@@H](C1)C(=O)NC1=CC(=C(C=C1)C(F)(F)F)C1=NC=C(C=C1)F)F